4-tertiary amyl-phenol C(C)(C)(CC)C1=CC=C(C=C1)O